2-Chloro-N,N-bis(2-chloroethyl)ethanamine ClCCN(CCCl)CCCl